(4-(1,1-bis(p-hydroxyphenyl)ethyl)-α,α-dimethylbenzyl)phenol OC1=CC=C(C=C1)C(C)(C1=CC=C(C=C1)O)C1=CC=C(C(C)(C)C2=C(C=CC=C2)O)C=C1